C(CCCCCC)(=O)N[C@H]1CN(C[C@@H]1OCCCCCCC)C(=O)C1=CC=C(C(=O)N2C[C@H]([C@@H](C2)C(=O)N[C@@H]2[C@H](C2)C2=CC=CC=C2)C(=O)N[C@@H]2[C@H](C2)C2=CC=CC=C2)C=C1 (3S,4S)-1-(4-((3S,4S)-3-heptanamido-4-(heptyloxy)pyrrolidine-1-carbonyl)benzoyl)-N3,N4-bis((1S,2R)-2-phenylcyclopropyl)pyrrolidine-3,4-dicarboxamide